4-[1-(2-methylphenyl)but-3-yn-1-yl]-1-(triphenylmethyl)imidazole CC1=C(C=CC=C1)C(CC#C)C=1N=CN(C1)C(C1=CC=CC=C1)(C1=CC=CC=C1)C1=CC=CC=C1